FC(C1=NN=C(S1)C1=CC=C2C=CC(=CN12)S(=O)(=O)NC1(CC1)CF)F 3-(5-(difluoromethyl)-1,3,4-thiadiazol-2-yl)-N-(1-(fluoromethyl)cyclopropyl)indolizine-6-sulfonamide